CC1=C(C=C(C=C1)NC(=O)C1=CNC2=CC=CC=C12)NC1=NC=CC=C1C1=C2N=CNC2=NC=N1 N-[4-methyl-3-[[3-(9H-purin-6-yl)-2-pyridyl]amino]phenyl]-1H-indole-3-carboxamide